BrC=1C=C(C=CC1)[C@@H](C)NC(CN1C(C2=CC(=CC=C2C1)C1=NC(=NC=C1Cl)NC1CCOCC1)=O)=O (R)-N-(1-(3-bromophenyl)ethyl)-2-(6-(5-chloro-2-((oxan-4-yl)amino)pyrimidin-4-yl)-1-oxoisoindolin-2-yl)acetamide